CC=1N=C(NC1C)CCNCCC=1SC=2N=CN=C(C2N1)NCC1=NC=CC=C1F 2-(2-{[2-(4,5-dimethyl-1H-imidazol-2-yl)ethyl]amino}ethyl)-N-[(3-fluoropyridin-2-yl)methyl]-[1,3]thiazolo[5,4-d]pyrimidin-7-amine